3-(5-(difluoromethyl)-1,3,4-thiadiazol-2-yl)-8-((cis)-hexahydrofuro[3,4-c]pyridin-5(3H)-yl)-N-(1-methylcyclopropyl)imidazo[1,2-a]pyridine-6-sulfonamide FC(C1=NN=C(S1)C1=CN=C2N1C=C(C=C2N2C[C@H]1[C@@H](CC2)COC1)S(=O)(=O)NC1(CC1)C)F